NC1=NC(=NO1)N1CCC(CC1)[C@@H](N[S@@](=O)C(C)(C)C)C1=C(C=C(C(=C1)Cl)Cl)OCC=C (S)-N-[(R)-[1-(5-amino-1,2,4-oxadiazol-3-yl)piperidin-4-yl][4,5-dichloro-2-(prop-2-en-1-yloxy)phenyl]methyl]-2-methylpropane-2-sulfinamide